CC(C)(C1=CC=C(C=C1)O)C2=CC=C(C=C2)O p,p'-dihydroxydiphenylpropane